4-((1-(3,4-dichlorophenyl)piperidin-4-yl)oxy)-1H-1,2,3-triazole-5-carboxylic acid ClC=1C=C(C=CC1Cl)N1CCC(CC1)OC=1N=NNC1C(=O)O